(2-chloro-4-(trifluoromethyl)phenyl)-2-hydroxy-3-((2-methoxyethoxy)methyl)benzamide ClC1=C(C=CC(=C1)C(F)(F)F)C1=C(C(=C(C(=O)N)C=C1)O)COCCOC